methyl 2-(2-{2-[4-(benzyloxy) quinolin-8-yl]acetamido}acetamido)acetate C(C1=CC=CC=C1)OC1=CC=NC2=C(C=CC=C12)CC(=O)NCC(=O)NCC(=O)OC